Tetramethyl-piperidineamine CC1(C(N(CCC1)N)(C)C)C